C(CCC)NC(=O)[C@H](O)[C@@H](O)[C@@H](O)CO N-butyl-L-arabinonamide